(E)-5-(2-iodo-6-nitrophenyl)-2-oxo-4-(prop-1-en-1-yl)-2H-pyran-6-carboxylic acid tert-butyl ester C(C)(C)(C)OC(=O)C1=C(C(=CC(O1)=O)\C=C\C)C1=C(C=CC=C1[N+](=O)[O-])I